[6-[2-fluoro-4-(trifluoromethyl)phenyl]-2-azaspiro[3.3]heptan-2-yl]-[6-(1H-1,2,4-triazol-5-yl)-2-azaspiro[3.3]heptan-2-yl]methanone FC1=C(C=CC(=C1)C(F)(F)F)C1CC2(CN(C2)C(=O)N2CC3(C2)CC(C3)C3=NC=NN3)C1